5-[2-(4-Chlorophenylamino)vinyl]-4-cyano-3-(2-chlorophenyl)isoxazole ClC1=CC=C(C=C1)NC=CC1=C(C(=NO1)C1=C(C=CC=C1)Cl)C#N